butyl (3R,4R)-4-(4-aminopyrazol-1-yl)-3-fluoropiperidine-1-carboxylate NC=1C=NN(C1)[C@H]1[C@@H](CN(CC1)C(=O)OCCCC)F